CN1C(N(CNC1)C)=O 1,3-Dimethyl-1,3,5-triazacyclohexane-2-one